C1(CC1)OCCOC1=CC=C(C2=CN(N=C12)C)C1=CC(=C(CN2C(C3=NC=CC=C3C2=O)([2H])[2H])C(=C1)F)F 6-(4-(7-(2-cyclopropoxyethoxy)-2-methyl-2H-indazol-4-yl)-2,6-difluorobenzyl)-6,7-dihydro-5H-pyrrolo[3,4-b]pyridin-5-one-7,7-d2